NC1=CC(=C(C=C1OCC)N1CCC(CC1)N1CCN(CC1)C(=O)OC(C)(C)C)C=1C=NN(C1)C tert-butyl 4-(1-(4-amino-5-ethoxy-2-(1-methyl-1H-pyrazol-4-yl)phenyl)piperidin-4-yl)piperazine-1-carboxylate